3-(1-{4-cyano-5-[4-(4-trifluoromethylpyrimidin-2-yl)phenyl]-2H-[1,2,3]triazol-2-yl}ethoxycarbonyloxy)-3-methylbutyric acid benzyl ester C(C1=CC=CC=C1)OC(CC(C)(C)OC(=O)OC(C)N1N=C(C(=N1)C#N)C1=CC=C(C=C1)C1=NC=CC(=N1)C(F)(F)F)=O